C1=CC=C2C(=C1)C(=C(C(=C2C(=O)O)C(=O)O)C(=O)O)C(=O)O naphthalenetetracarboxylic acid